cis-decalin C1CCC[C@@H]2CCCC[C@H]12